O=S1(CCN(CC1)C=1OC2=C(N1)C=C(C=C2)NC(=O)C=2C=CC1=C(CCO1)C2)=O 2,3-dihydro-benzofuran-5-carboxylic acid [2-(1,1-dioxo-thiomorpholin-4-yl)-benzooxazol-5-yl]-amide